methyl 7-(hydroxymethyl)-1-methoxy-1,4a,5,6,7,7a-hexahydrocyclopenta[c]pyran-4-carboxylate OCC1CCC2C1C(OC=C2C(=O)OC)OC